C(C1=CC=CC=C1)(=O)[C@@]1([C@H](O)O[C@@H]([C@]1(O)C(C1=CC=CC=C1)=O)C(O)C(C1=CC=CC=C1)=O)O 2,3,5-tribenzoyl-beta-D-ribose